[N+](=O)([O-])C1=CC=C(C(=O)NC=2C=C(C=C(C2)NC(C2=CC=C(C=C2)[N+](=O)[O-])=O)C(F)(F)F)C=C1 3,5-bis(4-nitrobenzoylamino)benzotrifluoride